BrC=1C=C2C(=CC=NC2=CC1)C(=O)N1[C@@H](CCC1)CO (S)-(6-bromoquinolin-4-yl)(2-(hydroxymethyl)pyrrolidin-1-yl)methanone